N-(3-aminophenyl)-4-chlorobenzamide C1=CC(=CC(=C1)NC(=O)C2=CC=C(C=C2)Cl)N